rac-3-[4-(2,4,6-trimethylphenyl)sulfonylmorpholin-2-yl]benzothiophene CC1=C(C(=CC(=C1)C)C)S(=O)(=O)N1C[C@H](OCC1)C1=CSC2=C1C=CC=C2 |r|